FC(C=1N(N=C2N=C(C=CC21)C2=C(C=C(C=C2C)C(F)(F)F)O)C2CCC(N(C2)C)=O)F 5-(3-(difluoromethyl)-6-(2-hydroxy-6-methyl-4-(trifluoromethyl)phenyl)-2H-pyrazolo[3,4-b]pyridin-2-yl)-1-methylpiperidin-2-one